C1(=CC=CC=C1)N(C1=CC=CC=C1)C1=CC=C2C=C(C(OC2=C1)=O)C=O 7-(N,N'-diphenylamino)-coumarin-3-formaldehyde